ClC1=C(C=CC(=C1)S(=O)(=O)C)NC1=C(C=NC2=CC(=C(C=C12)NC(=O)NC1CCN(CC1)CC)OCC)C#N 1-(4-((2-Chloro-4-(methylsulfonyl)phenyl)amino)-3-cyano-7-ethoxyquinolin-6-yl)-3-(1-ethylpiperidin-4-yl)urea